tert-butyl (2-(((tert-butoxycarbonyl)amino)methyl)-3-chlorophenyl)carbamate C(C)(C)(C)OC(=O)NCC1=C(C=CC=C1Cl)NC(OC(C)(C)C)=O